2,4,5-Trichlorophenoxyacetic acid-13C6 [13CH]1=[13C]([13C](=[13CH][13C](=[13C]1Cl)Cl)Cl)OCC(=O)O